tert-butyl (2-(2-(2-(2-((2-(2,6-dioxopiperidin-3-yl)-1,3-dioxoisoindolin-4-yl)oxy)acetamido)ethoxy)ethoxy)ethyl)carbamate O=C1NC(CCC1N1C(C2=CC=CC(=C2C1=O)OCC(=O)NCCOCCOCCNC(OC(C)(C)C)=O)=O)=O